6-methyl-N-(2-chlorophenyl)-1H-pyrrolo[2,3-b]pyridine-2-carboxamide CC1=CC=C2C(=N1)NC(=C2)C(=O)NC2=C(C=CC=C2)Cl